ClC=1C=C(C=CC1)N1C(N(C(C1)(C#N)C)C1=CN=CC2=CC=CC=C12)=O 1-(3-chlorophenyl)-3-(isoquinolin-4-yl)-4-methyl-2-oxoimidazoline-4-carbonitrile